tert-butyl ((1r,4r)-4-((5-(2-(6-(2-chlorophenylsulfonamido)-2-methoxypyridin-3-yl)ethyl)pyridin-2-yl)amino)cyclohexyl)carbamate ClC1=C(C=CC=C1)S(=O)(=O)NC1=CC=C(C(=N1)OC)CCC=1C=CC(=NC1)NC1CCC(CC1)NC(OC(C)(C)C)=O